(4aR,6R,7R,8R,8aR)-8-(4-(4-chloro-2,3-difluorophenyl)-1H-1,2,3-triazol-1-yl)-7-methoxy-2,2-dimethylhexahydropyrano[3,2-d][1,3]dioxine-6-carboxylic acid ClC1=C(C(=C(C=C1)C=1N=NN(C1)[C@@H]1[C@H]([C@@H](O[C@H]2[C@@H]1OC(OC2)(C)C)C(=O)O)OC)F)F